C(C)(C)N(C(C1=NC=CC=C1)=O)C(C)C N,N-diisopropylpicolinamide